C1=CSSC1C(=O)O.C1=CSSC1C(=O)O.[Cu] copper dithiolate